3-(((4-nitrobenzyl)amino)phenyl)piperidine [N+](=O)([O-])C1=CC=C(CNC2=C(C=CC=C2)C2CNCCC2)C=C1